5-((3,5-difluoropyridin-2-yl)(2,6-dimethylmorpholino)methyl)-2-methylbenzo[d]thiazol-4-ol FC=1C(=NC=C(C1)F)C(C1=CC=C2C(N=C(S2)C)=C1O)N1CC(OC(C1)C)C